C1(=CC=CC=C1)C1=CC2=C(NC(=N2)N)C=C1C1=CC=CC=C1 5,6-diphenyl-1H-benzimidazol-2-amine